C(C)(C)(C)OC1CC(N(C1)C(=O)OCC1=CC=CC=C1)COS(=O)(=O)C benzyl 4-(tert-butoxy)-2-(((methylsulfonyl)oxy)methyl)pyrrolidine-1-carboxylate